CC=1OC2=C(C1C(=O)O)C=C(C=C2)OC(C)(C)C2=CC=CC=C2 2-methyl-5-(2-phenylprop-2-yloxy)benzofuran-3-carboxylic acid